FC1(CC(C1)C1=NC(C2=C(N1)N(N=C2)C(C)C)=O)F 6-(3,3-difluorocyclobutyl)-1-isopropyl-1H-pyrazolo[3,4-d]pyrimidin-4(7H)-one